Acetic acid 2-(1-(4-(benzylthio)-2,6-difluorobenzyl)-8-methoxy-2-oxo-2,3-dihydropyrazino[2,3-c]quinolin-4(1H)-yl)-2-oxoethyl ester C(C1=CC=CC=C1)SC1=CC(=C(CN2C(CN(C=3C=NC=4C=C(C=CC4C32)OC)C(COC(C)=O)=O)=O)C(=C1)F)F